COCCOCCOC=C(C)C1=CC=C(C=C1)C(=COCCOCCOC)C 1,4-bis(1-(2-(2-methoxyethoxy)ethoxy)prop-1-en-2-yl)benzene